Heptafluorooctanediol FC(C(C(C(O)(O)F)(F)F)(F)F)(CCCC)F